IC1=C2C(=NC=C1)N(N=C2C2CN(C2)C(=O)OC(C)(C)C)C2=C(C=C(C=C2)OC(F)(F)F)C tert-butyl 3-(4-iodo-1-(2-methyl-4-(trifluoromethoxy)phenyl)-1H-pyrazolo[3,4-b]pyridin-3-yl)azetidine-1-carboxylate